N-[2-(3-chloropyridin-2-yl)-5-(4-methoxyphenyl)-1-methyl-3-oxo-2,3-dihydro-1H-pyrazol-4-yl]-4-(difluoromethoxy)benzamide ClC=1C(=NC=CC1)N1N(C(=C(C1=O)NC(C1=CC=C(C=C1)OC(F)F)=O)C1=CC=C(C=C1)OC)C